The molecule is an organic cation that is the conjugate acid of N(alpha)-acetyl-L-lysine methyl ester, obtained by protonation of the side-chain amino group; major species at pH 7.3. It is an ammonium ion derivative and an organic cation. It derives from a L-lysinium(1+). It is a conjugate acid of a N(alpha)-acetyl-L-lysine methyl ester. CC(=O)N[C@@H](CCCC[NH3+])C(=O)OC